(2S,4R)-N-[2-(5-amino-1,3,4-oxadiazol-2-yl)ethyl]-1-[(2S)-2-(4-cyclopropyltriazol-1-yl)-3,3-dimethyl-butanoyl]-4-hydroxy-pyrrolidine-2-carboxamide NC1=NN=C(O1)CCNC(=O)[C@H]1N(C[C@@H](C1)O)C([C@H](C(C)(C)C)N1N=NC(=C1)C1CC1)=O